(R)-tert-butyl (3-cyclopropyl-5-(2-((2,3-dihydro-1H-inden-1-yl) ((5-(trifluoromethyl)pyridin-2-yl)methyl)amino)-2-oxoacetamido)pyridin-2-yl)carbamate C1(CC1)C=1C(=NC=C(C1)NC(C(=O)N(CC1=NC=C(C=C1)C(F)(F)F)[C@@H]1CCC2=CC=CC=C12)=O)NC(OC(C)(C)C)=O